O-(acetylphenyl) carbonate C(OC1=C(C=CC=C1)C(C)=O)([O-])=O